ClC1=C(C(=CC=C1)F)C1OC(=C(C1=O)O)N 2-(2-chloro-6-fluorophenyl)-5-amino-4-hydroxy-3(2H)-furanone